S1C2=C(C=C1C(C(C#N)C(O)C1=CC=C(C=C1)F)=O)C=CC=C2 3-(benzo[b]thiophen-2-yl)-2-((4-fluorophenyl)(hydroxy)methyl)-3-oxopropanenitrile